3-(5-((2-oxo-1,2-dihydroquinolin-3-yl)methyl)pyridin-2-yl)oxazolidin-2-one O=C1NC2=CC=CC=C2C=C1CC=1C=CC(=NC1)N1C(OCC1)=O